Methyl (2-((S)-1-(2,3-difluorobenzyl)-5-thioxopyrrolidin-2-yl)acetyl)-L-valyl-L-leucinate FC1=C(CN2[C@@H](CCC2=S)CC(=O)N[C@@H](C(C)C)C(=O)N[C@@H](CC(C)C)C(=O)OC)C=CC=C1F